7-((3r,4r)-4-methyltetrahydrofuran-3-yl)-7H-pyrrolo[2,3-d]pyrimidine-6-carbonitrile C[C@@H]1[C@H](COC1)N1C(=CC2=C1N=CN=C2)C#N